C1(CCC1)[C@H](C=1C=C(N)C=CC1)C=1SC=NN1 (R)-3-(cyclobutyl-(1,3,4-thiadiazol-2-yl)methyl)aniline